BrC1=C(C=C(C(=O)N2[C@H]3C=4C(=NN(C4CC2)C2=C(C=C(C=C2)C(C)C)C)COCCN(C3)C(C=C)=O)C=C1)O |o1:8| (S or R)-1-(5-(4-bromo-3-hydroxybenzoyl)-2-(4-isopropyl-2-methylphenyl)-2,4,5,5a,6,8,9,11-octahydro-10-oxa-1,2,5,7-tetraazacyclonona[cd]inden-7(3H)-yl)prop-2-en-1-one